dibenzodioxocine C1=CC=CC2=C1C1=C(C=COO2)C=CC=C1